pyridine-6(1H)-carboxylic acid tert-butyl ester C(C)(C)(C)OC(=O)C1=CC=CCN1